Tert-butyl N-[4-[4-[[3-carbamoyl-1-[4-[2-hydroxyethyl(methyl)carbamoyl]phenyl]pyrazol-4-yl]carbamoyl]oxazol-2-yl]-2-pyridyl]-N-(cyclopropylmethyl)carbamate C(N)(=O)C1=NN(C=C1NC(=O)C=1N=C(OC1)C1=CC(=NC=C1)N(C(OC(C)(C)C)=O)CC1CC1)C1=CC=C(C=C1)C(N(C)CCO)=O